ClC1=C2CCN(C(C2=CC(=C1C(=O)NC(C(=O)O)C)Cl)=O)CC1=CC(=CC=C1)F 2-[[5,7-dichloro-2-[(3-fluorophenyl)methyl]-1-oxo-3,4-dihydroisoquinoline-6-carbonyl]amino]propanoic acid